methyl (S)-3-(9-((4-(aminomethyl)phenyl)carbamoyl)-4,5-dihydrobenzo[b]thieno[2,3-d]oxepin-8-yl)-6-(piperidin-3-ylcarbamoyl)picolinate NCC1=CC=C(C=C1)NC(=O)C1=CC2=C(OCCC3=C2SC=C3)C=C1C=1C(=NC(=CC1)C(N[C@@H]1CNCCC1)=O)C(=O)OC